COC1=C(C=C2COCC2=C1)CO (6-Methoxy-1,3-dihydroisobenzofuran-5-yl)Methanol